(2S,4R)-1-[(2S,3R)-4-acetyl-2-methylmorpholine-3-carbonyl]-4-fluoro-N-[(S)-phenyl[4-(propan-2-yl)phenyl]methyl]pyrrolidine-2-carboxamide C(C)(=O)N1[C@H]([C@@H](OCC1)C)C(=O)N1[C@@H](C[C@H](C1)F)C(=O)N[C@H](C1=CC=C(C=C1)C(C)C)C1=CC=CC=C1